4-Chloro-1-(4-(4,4-dimethylpiperidin-1-yl)phenyl)-5-fluoro-1H-benzo[d][1,2,3]triazol-6-ol ClC1=C(C(=CC=2N(N=NC21)C2=CC=C(C=C2)N2CCC(CC2)(C)C)O)F